ClC1=C(CN2C3=C(SCC2=O)C=C(C=C3)NC(=O)NC3=CNC2=CC=CC=C32)C(=CC=C1)F 1-(4-(2-chloro-6-fluorobenzyl)-3-oxo-3,4-dihydro-2H-benzo[b][1,4]thiazin-7-yl)-3-(1H-indol-3-yl)urea